1-{4-cyano-6-[(2,3-dimethylphenyl)amino]pyrimidin-2-yl}-5-amino-1H-pyrazole-4-carboxylic acid C(#N)C1=NC(=NC(=C1)NC1=C(C(=CC=C1)C)C)N1N=CC(=C1N)C(=O)O